FC(OC=1C=CC(=NC1)N1C[C@H]2[C@@H](CC1)N(CC2)C=2C1=C(N(C(C2C#N)=O)C)SC(=N1)C)(F)F 7-[(3aS,7aR)-5-[5-(trifluoromethoxy)-2-pyridyl]-3,3a,4,6,7,7a-hexahydro-2H-pyrrolo[3,2-c]pyridin-1-yl]-2,4-dimethyl-5-oxo-thiazolo[5,4-b]pyridine-6-carbonitrile